O1CCC(CC1)NCC(=O)OCC ethyl (tetrahydro-2H-pyran-4-yl)glycinate